(4R,6R,7R)-4-[N'-(3-methanesulfonylpropyl)-N-methylhydrazinecarbonyl]-6-methyl-6,11-diazatetracyclo[7.6.1.02,7.012,16]hexadeca-1(16),2,9,12,14-pentaen-6-ium CS(=O)(=O)CCCNN(C(=O)[C@@H]1C=C2C=3C=CC=C4NC=C(C[C@H]2[NH+](C1)C)C34)C